isothiocyanato-benzene N(=C=S)C1=CC=CC=C1